tert-Butyl 4-(3,5-bis(4-bromo-2-fluorophenyl)-4H-1,2,4-triazol-4-yl)piperidine-1-carboxylate BrC1=CC(=C(C=C1)C1=NN=C(N1C1CCN(CC1)C(=O)OC(C)(C)C)C1=C(C=C(C=C1)Br)F)F